N1=C(C=CC2=CC=CC=C12)[C@](N)(C(C)C)C(=O)N[C@@H](CC(=O)OC)C(=O)C(OC1=C(C=CC=C1F)F)C(=O)C(C([C@@H](NC([C@@](N)(C(C)C)C1=NC2=CC=CC=C2C=C1)=O)CC(=O)OC)=O)OC1=C(C=CC=C1F)F 2-(quinolyl)-valyl-O-methylaspartyl-(2,6-difluorophenoxy)methyl ketone